ClC=1C(=NN2C1N=C(C(=C2)C(=O)N(C)OC)C=2C=CC=1N(C2)C=CN1)C 3-chloro-5-(imidazo[1,2-a]pyridin-6-yl)-N-methoxy-N,2-dimethylpyrazolo[1,5-a]pyrimidine-6-carboxamide